4-amino-N',1-dimethyl-N'-(pyrimidin-2-yl)-N-(4-(trifluoromethyl)benzyl)-1H-pyrazolo[4,3-c]quinoline-8-carbohydrazide NC1=NC=2C=CC(=CC2C2=C1C=NN2C)C(=O)N(N(C2=NC=CC=N2)C)CC2=CC=C(C=C2)C(F)(F)F